C(=CC)[Si](C)(C)CCCCCCCCCCCCCC propenyl-tetradecyl-dimethylsilane